(S,E)-11-[(Thiazol-5-ylmethylene)hydrazono]-pyrrolo[2,1-c][1,4]Benzodiazepine S1C=NC=C1C=NN=C1N=C2/C(=C/N3C1=CC=C3)/C=CC=C2